6-[(4-chloro-1H-indol-6-yl)amino]-4-[(3-chloro-5-methoxyphenyl)amino]pyridine-2-carbonitrile ClC1=C2C=CNC2=CC(=C1)NC1=CC(=CC(=N1)C#N)NC1=CC(=CC(=C1)OC)Cl